TMS(trimethylsilyl)acetylene [Si](C)(C)(C)C#C[Si](C)(C)C